5-bromo-2-ethoxy-3-(4-methanesulfonylphenyl)pyrazine BrC=1N=C(C(=NC1)OCC)C1=CC=C(C=C1)S(=O)(=O)C